1-((2r,4r,5r)-3,3-difluoro-4-hydroxy-5-(hydroxymethyl)tetrahydrofuran-2-yl)-4-(2-oxopyrrolidin-1-yl)pyrimidin-2(1H)-one FC1([C@@H](O[C@@H]([C@H]1O)CO)N1C(N=C(C=C1)N1C(CCC1)=O)=O)F